FC1=CC(=C(C=N1)C=1N=C2N(N=CC(=C2NC(C)C)C(=O)NC2CC(C2)C(C)(C)O)C1)C 2-(6-fluoro-4-methylpyridin-3-yl)-N-((1r,3r)-3-(2-hydroxypropan-2-yl)cyclobutyl)-8-(isopropylamino)imidazo[1,2-b]pyridazine-7-carboxamide